[5-(5-carboxymethoxy-pentane-1-sulfinyl)-pentoxy]-acetic acid C(=O)(O)COCCCCCS(=O)CCCCCOCC(=O)O